2-(4-Chlorophenyl)-7-methoxy-4H-chromen-4-one ClC1=CC=C(C=C1)C=1OC2=CC(=CC=C2C(C1)=O)OC